sodium 2-(8-chloro-9-ethoxy-5-oxo-2-(((tetrahydro-2H-pyran-4-yl)methyl)amino)benzo[b][1,8]naphthyridin-10(5H)-yl)acetate ClC=1C=CC2=C(N(C=3N=C(C=CC3C2=O)NCC2CCOCC2)CC(=O)[O-])C1OCC.[Na+]